1-hexyl-3-methylimidazole dicyanamide salt [N-](C#N)C#N.C(CCCCC)N1CN(C=C1)C